COC1=CC=C(C=C1)C1=NN(C(C=C1)=O)CC(=O)NC(C)(C)C1=CC=CC=C1 2-(3-(4-methoxyphenyl)-6-oxopyridazin-1(6H)-yl)-N-(2-phenylpropan-2-yl)acetamide